4-(1-aminocyclopropyl)-3-(3-butyl-7-fluoro-2-methyl-1,1-dioxido-5-phenyl-2,3,4,5-tetrahydrobenzo[f][1,2,5]thiadiazepin-8-yl)benzoate NC1(CC1)C1=C(C=C(C(=O)[O-])C=C1)C1=CC2=C(N(CC(N(S2(=O)=O)C)CCCC)C2=CC=CC=C2)C=C1F